O1CCN(CC1)C=1NC2=CC=C(C=C2C1)[N+](=O)[O-] Morpholino-5-nitroindole